C(C)(C)N1C(=NN=C1)C1=CC=CC(=N1)NC(=O)NC1=NC=NC2=CC=CC=C12 1-(6-(4-isopropyl-4H-1,2,4-triazol-3-yl)pyridin-2-yl)-3-(quinazolin-4-yl)urea